4-(2-azaspiro[3.3]hept-6-yl)morpholine 2HCl salt Cl.Cl.C1NCC12CC(C2)N2CCOCC2